C(C1=CC=CC=C1)OC1=NC(=CC=C1C1=C(C=C(C=C1F)C=1CCNCC1)F)OCC1=CC=CC=C1 2,6-bis(benzyloxy)-3-(2,6-difluoro-4-(1,2,3,6-tetrahydropyridin-4-yl)phenyl)pyridine